tert-butyl 4-(fluoromethylene)piperidine-1-carboxylate FC=C1CCN(CC1)C(=O)OC(C)(C)C